CC1(NC(CC=2C3=CC=CC=C3NC12)C(=O)O)C(=O)O 1-methyl-2,3,4,9-tetrahydro-1H-β-carboline-1,3-dicarboxylic acid